7-(tetrahydro-2H-pyran-4-yl)pyrazolo[1,5-a]pyrido[3,4-e]pyrimidine-5,8(4H,7H)-dione O1CCC(CC1)N1C=C2C(NC=3N(C2=CC1=O)N=CC3)=O